3-(3'-ethoxy-4'-(7-oxo-6,7-dihydro-3H-[1,2,3]triazolo[4,5-d]pyrimidin-5-yl)-4-(2-(pyrrolidin-1-yl)ethoxy)-[1,1'-biphenyl]-3-yl)propionic acid C(C)OC=1C=C(C=CC1C=1NC(C2=C(N1)NN=N2)=O)C2=CC(=C(C=C2)OCCN2CCCC2)CCC(=O)O